C1(CCC1)C=1C(=NN(C1C1COC1)C)NC(=O)C1CC(C1)(F)F N-(4-cyclobutyl-1-methyl-5-(oxetan-3-yl)-1H-pyrazol-3-yl)-3,3-difluorocyclobutane-1-carboxamide